3-propylimidazolium C(CC)[N+]1=CNC=C1